1-{2-[2-(2-{[(s)-3-methyl-1-piperidyl]methyl}-4-cyclopropyl-7-oxo-1,6-dihydro-1,6-diaza-6-indenyl)-6-cyclopropyl-4-pyridyl]-5-fluorobenzoyl}-3-azetidinecarbonitrile C[C@@H]1CN(CCC1)CC=1NC=2C(N(C=C(C2C1)C1CC1)C1=NC(=CC(=C1)C1=C(C(=O)N2CC(C2)C#N)C=C(C=C1)F)C1CC1)=O